C(C)N(CCCOC)CC N,N-diethyl-2-methoxyethyl-N-methylamine